BrC(C(=O)C1=CNC2=CC=CC=C12)(C)C 3-(2-bromo-2-methylpropionyl)indole